4-methoxy-13-methyl-5,6-dihydro-14H-pyrazino[2'',3'':5',6']pyrido[2',3':3,4]pyrazolo[1,2-a]cinnoline COC=1C=2CCN3N(C2C=CC1)CC1=C3N=C3C(=C1C)N=CC=N3